ClC=1C=C(C(=O)NC2=C(C(=C(C=C2)F)C(=O)C=2C=C3N=C(C=NC3=CC2)OC)F)C=CC1 3-chloro-N-(2,4-difluoro-3-(3-methoxyquinoxaline-6-carbonyl)phenyl)benzamide